BrC=1C=C2C(=C(C(N(C2=CC1)C)=O)I)C 6-bromo-3-iodo-1,4-dimethylquinolin-2(1H)-one